NC1=CC=C(C2=CC=CC=C12)OCC1=CC(=NC=C1)C=1C(=NC=CN1)N (4-(((4-aminonaphthalen-1-yl)oxy)methyl)pyridin-2-yl)pyrazin-2-amine